N8-(3-chloro-5-(trifluoromethyl)phenyl)-N2-isopropyl-9-(piperidin-4-yl)-9H-purine-2,8-diamine ClC=1C=C(C=C(C1)C(F)(F)F)NC=1N(C2=NC(=NC=C2N1)NC(C)C)C1CCNCC1